C(#N)CN1C=[N+](C=C1)CC#N 1,3-bis(cyanomethyl)imidazolium